4-{[6-(5-chloro-2-fluorophenyl)pyridazin-4-yl]amino}-quinolin-7-yl 3-(pyrrolidin-1-yl)azetidine-1-carboxylate N1(CCCC1)C1CN(C1)C(=O)OC1=CC=C2C(=CC=NC2=C1)NC1=CN=NC(=C1)C1=C(C=CC(=C1)Cl)F